N,N-diethylanilinium tetrakis{3,5-di(trifluoromethyl)phenyl}borate FC(C=1C=C(C=C(C1)C(F)(F)F)[B-](C1=CC(=CC(=C1)C(F)(F)F)C(F)(F)F)(C1=CC(=CC(=C1)C(F)(F)F)C(F)(F)F)C1=CC(=CC(=C1)C(F)(F)F)C(F)(F)F)(F)F.C(C)[NH+](C1=CC=CC=C1)CC